methyl-2'-deoxyguanosine C[C@@]1(C[C@H](O)[C@@H](CO)O1)N1C=NC=2C(=O)NC(N)=NC12